1-((1S,3S)-3-methoxycyclopentyl)-7-(2-methyl-6-(4H-1,2,4-triazol-3-yl)pyridin-3-yl)-3,4-dihydropyrazino[2,3-b]pyrazin-2(1H)-one CO[C@@H]1C[C@H](CC1)N1C(CNC=2C1=NC(=CN2)C=2C(=NC(=CC2)C2=NN=CN2)C)=O